OC(C#CC=1C=CC(=C(C(=O)N)C1)OC)C 5-(3-hydroxybut-1-yn-1-yl)-2-methoxybenzamide